(R)-2-(methoxymethyl)pyrrolidine-1-sulfonamide COC[C@@H]1N(CCC1)S(=O)(=O)N